ethylene glycol triphenylphosphine salt C1(=CC=CC=C1)P(C1=CC=CC=C1)C1=CC=CC=C1.C(CO)O